C(C)OC1=C(C=C2C(=C(C(=NC2=C1)C1=CC(=CC=C1)C(F)(F)F)CN1CCC(CC1)N1CCCC1)C(=O)NC1(CC1)C1=CC=CC=C1)S(=O)(=O)CC 7-(ethoxy)-6-(ethylsulfonyl)-N-(1-phenylcyclopropyl)-3-{[4-(1-pyrrolidinyl)-1-piperidinyl]methyl}-2-[3-(trifluoromethyl)phenyl]-4-quinolinecarboxamide